N-(4'-(3-((2-ethyl-6-methylthieno[2,3-d]pyrimidin-4-yl)amino)propyl)-[1,1'-biphenyl]-4-yl)acetamide C(C)C=1N=C(C2=C(N1)SC(=C2)C)NCCCC2=CC=C(C=C2)C2=CC=C(C=C2)NC(C)=O